(8-(butylcarbamoyl)-4-methoxynaphthyl)(bipyridine) palladium (II) [Pd+2].C(CCC)NC(=O)C=1C=CC=C2C(=CC=C(C12)C=1C(=NC=CC1)C1=NC=CC=C1)OC